ClC=1C=C(C(=O)N[C@H]2COCC2)C=CC1C=1N(C2=NC=NC(=C2N1)OC1(CC1)C)CC1=NC=CC(=C1)C (R)-3-chloro-4-(6-(1-methylcyclopropoxy)-9-((4-methylpyridin-2-yl)methyl)-9H-purin-8-yl)-N-(tetrahydrofuran-3-yl)benzamide